C(C)(C)(C)OC(=O)N1C(CC1)CNC(C1=CC(=CC(=C1)C(F)(F)F)[N+](=O)[O-])=O ((3-nitro-5-(trifluoromethyl)benzamido)methyl)azetidine-1-carboxylic acid tert-butyl ester